CN1N=CC2=CC=CC(=C12)NS(=O)(=O)C=1C=CC(=NC1)C1=CC(NC=C1)=O N-(1-methylindazol-7-yl)-2'-oxo-1'H-[2,4'-bipyridine]-5-sulfonamide